C(C)(C)(C)OC=1C=C2CCC(=C(C2=CC1)C1=CC=C(C=C1)O)C1=CC=CC=C1 4-[6-(tert-butoxy)-2-phenyl-3,4-dihydronaphthalen-1-yl]phenol